C1(=CC=CC=C1)SC1=CC2=CN(N=C2C=C1)[C@H]1CN(CCC1)CCC 1-[(3R)-3-[5-(phenylsulfanyl)-2H-indazol-2-yl]piperidin-1-yl]propan